2-oxo-2-[(2R,5S)-2-(2-methoxy-4-pyridyl)-5-methyl-1-piperidyl]acetamide O=C(C(=O)N)N1[C@H](CC[C@@H](C1)C)C1=CC(=NC=C1)OC